ClCC1=NN2C(N=CC(=C2)CC)=C1 2-(chloromethyl)-6-ethylpyrazolo[1,5-a]pyrimidin